COC(C1=C(C=C(C=C1)Br)N1CCOCC1)=O 4-Bromo-2-morpholin-4-ylbenzoic acid methyl ester